C(C(C)C)N1CCC(CC1)N1CCC(CC1)C=1C=C2C3=C(NC2=CC1)C1=C(OCC3)C=NC(=C1)C 9-(1'-isobutyl-[1,4'-bipiperidin]-4-yl)-2-methyl-7,12-dihydro-6H-pyrido[3',4':2,3]oxepino[4,5-b]indole